N-((1-Aminoisoquinolin-6-yl)methyl)-3-chloro-1-(2-(1-methylpiperidin-4-yl)ethyl)-1H-pyrazole-5-carboxamide NC1=NC=CC2=CC(=CC=C12)CNC(=O)C1=CC(=NN1CCC1CCN(CC1)C)Cl